3-hydroxy-3-(1-(2-hydroxy-2-methylpropyl)-1H-pyrazol-4-yl)cyclohexane-1-carboxylate OC1(CC(CCC1)C(=O)[O-])C=1C=NN(C1)CC(C)(C)O